methanol hydrogen cyanide C#N.CO